C1=C(C=CC2=CC=CC=C12)CC(=O)O 2-(naphthalene-2-yl)acetic acid